6-methoxy-2-[2-(4-methoxy-benzyl)-4-nitro-2H-pyrazol-3-yl]Pyridin-3-ylamine COC1=CC=C(C(=N1)C=1N(N=CC1[N+](=O)[O-])CC1=CC=C(C=C1)OC)N